CC1(COC2=C1C=CC(=C2)N2C(NC(C2=O)(C)C)=O)C 3-(3,3-dimethyl-2,3-dihydrobenzofuran-6-yl)-5,5-dimethylimidazolidine-2,4-dione